C1(CC1)COC1=C(C=C(C=C1)CN1CCOCC1)C=1C2=C(C(N(C1)C)=O)NC=C2 4-[2-(cyclopropylmethoxy)-5-(morpholin-4-ylmethyl)phenyl]-6-methyl-1,6-dihydro-7H-pyrrolo[2,3-c]pyridin-7-one